(+/-)-N-{4-[(3-{3-cyano-4-[(propan-2-yl)oxy]phenyl}-1-{[2-(trimethylsilyl)ethoxy]methyl}-1H-pyrrolo[2,3-b]pyridin-4-yl)oxy]-3,5-difluorophenyl}-N'-[(1R)-1-(oxetan-3-yl)ethyl]urea C(#N)C=1C=C(C=CC1OC(C)C)C1=CN(C2=NC=CC(=C21)OC2=C(C=C(C=C2F)NC(=O)N[C@H](C)C2COC2)F)COCC[Si](C)(C)C |r|